aconitic acid monohydroxyethyl ester OCCOC(C=C(C(=O)O)CC(=O)O)=O